2,2'-(Propane-2,2-diylbis(sulfanediyl))bis(ethan-1-amine) CC(C)(SCCN)SCCN